6-methoxy-4,8-dimethylquinolin-2(1H)-one COC=1C=C2C(=CC(NC2=C(C1)C)=O)C